FC1=CC=C2C=3C=CC(=CC3NC2=C1)CC(=O)NCC1=CC(=CC=C1)O 2-(7-fluoro-9H-carbazol-2-yl)-N-(3-hydroxybenzyl)acetamide